(R)-3-(7-methyl-1H-indazol-5-yl-3-d)-2-((phenoxycarbonyl)amino)propanoic acid methyl ester COC([C@@H](CC=1C=C2C(=NNC2=C(C1)C)[2H])NC(=O)OC1=CC=CC=C1)=O